COC=1C=C(C=CC1OC)C=1NC2=CC=C(C=C2C1C(C)C)C1CC2N(C(CC1)C2)C(CN(C)C)=O 1-(3-(2-(3,4-dimethoxyphenyl)-3-isopropyl-1H-indol-5-yl)-7-azabicyclo[4.1.1]oct-7-yl)-2-(dimethylamino)ethanone